C(C)OC(=O)C=1C(=NN2C=NC=C(C21)OC)N(CC2=C(C=C(C=C2)OC)OC)CC2=C(C=C(C=C2)OC)OC (bis(2,4-dimethoxybenzyl)amino)-4-methoxypyrazolo(1,5-c)pyrimidine-3-carboxylic acid ethyl ester